2-(2-(2-{4-(pyridin-2-yl)-1H-1,2,3-triazol-1-yl}eth-oxy)ethoxy)ethan-1-ol N1=C(C=CC=C1)C=1N=NN(C1)CCOCCOCCO